4-(benzothiophenyloxy)cyclohexanone S1C(=CC2=C1C=CC=C2)OC2CCC(CC2)=O